BrC1=CC=2C(=NNC(C2C(=N1)NCCCCCCCCCCCCCC)=O)CCl 7-Bromo-1-(chloromethyl)-5-[(tridecylmethyl)amino]-3,4-dihydropyrido[4,3-d][1,2]diazin-4-one